C(=O)O.CN1C[C@@H](CCC1)NC=1N=NC(=C2C1C=NC=C2)C2=C(C(=O)N)C=C(C=C2)C(F)(F)F 2-(4-{[(3R)-1-methylpiperidin-3-yl]amino}pyrido[3,4-d]pyridazin-1-yl)-5-(trifluoromethyl)benzamide formate salt